C(C)(C)(C)OC(=O)NCC(C(=O)O)C1=CC(=CC=C1)C#N 3-[(tert-butoxycarbonyl)amino]-2-(3-cyanophenyl)propionic acid